FC=1C=C2NC=CC2=C2CN(C(C(COCCCC(C3=CN=C(C=4C(=CC=C(OC12)C4)F)N3)(C3=CC=CC=C3)C)(C)C)=O)C 23,29-difluoro-6,12,12,14-tetramethyl-6-phenyl-10,25-dioxa-3,14,20,31-tetrazapentacyclo[24.3.1.12,5.016,24.017,21]hentriaconta-1(30),2,4,16,18,21,23,26,28-nonaen-13-one